ethyl 5-norbornene-2-carboxylate C12C(CC(C=C1)C2)C(=O)OCC